[(2R,3S,4S,5S,6S)-3,4,5-Triacetyloxy-6-[4-[(E)-3-phenylprop-2-enoyl]phenoxy]oxan-2-yl]methyl acetate C(C)(=O)OC[C@H]1O[C@H]([C@H]([C@H]([C@H]1OC(C)=O)OC(C)=O)OC(C)=O)OC1=CC=C(C=C1)C(\C=C\C1=CC=CC=C1)=O